CCCCCCCCCCCCCCCCCC(=O)OC[C@@]1([C@H]([C@@H]([C@H](O1)CO)O)O)O[C@@H]2[C@@H]([C@H]([C@@H]([C@H](O2)CO)O)O)O Sucrose Stearate